(Rac)-6-bromo-4-chloro-1-methyl-2-oxo-7-[(oxolan-3-yl)oxy]-1,2-dihydroquinoline-3-carbonitrile BrC=1C=C2C(=C(C(N(C2=CC1O[C@H]1COCC1)C)=O)C#N)Cl |r|